C(C1=CC=CC=C1)N([S@](=O)C(C)(C)C)[C@H](C)[C@H]1OC(C(CC1)I)O (R)-N-Benzyl-N-[(1R)-1-[(2S)-6-hydroxy-5-iodo-tetrahydropyran-2-yl]ethyl]-2-methyl-propane-2-sulfinamide